N=CCS(=O)(=O)Cl iminoethanesulfonyl chloride